C(C)OC=1C=C(C=C(C1C)OCC)C(C)N(C(=O)NC1(CCCC1)C=1NOC(N1)=O)CCCCC1=CC=CC=C1 N-[1-(3,5-Diethoxy-4-Methylphenyl)Ethyl]-N'-[1-(5-Oxo-2,5-Dihydro-1,2,4-Oxadiazol-3-Yl)Cyclopentyl]-N-(4-Phenylbutyl)Urea